ClC1=CC=C(C=2NC3=C(C=CC=C3C(C12)=O)OC)C(=O)NCCCCCCC(=O)O 7-(1-chloro-5-methoxy-9-oxo-9,10-dihydroacridin-4-carboxamido)heptanoic acid